tert-butyl 8-(hydroxymethyl)-3-azabicyclo[3.2.1]octane-3-carboxylate OCC1C2CN(CC1CC2)C(=O)OC(C)(C)C